(4-hydroxyphenoxy)quinoxaline OC1=CC=C(OC2=NC3=CC=CC=C3N=C2)C=C1